C(C)(C)(C)N(CCN)C(C)(C)C N,N-di-t-butylethylenediamine